C(C1=CC=CC=C1)OC(/N=C(/SC)\NC(C)C)=O (E)-((isopropylamino)(methylthio)methylene)carbamic acid benzyl ester